1-(tert-butyl) 3-methyl 2-(5-bromopyrazin-2-yl)malonate BrC=1N=CC(=NC1)C(C(=O)OC(C)(C)C)C(=O)OC